4-((4-((4,4-difluoropiperidin-1-yl)methyl)-3-fluorobenzyl)thio)-2-(2,6-dioxopiperidine-3-yl)isoindoline-1,3-dione FC1(CCN(CC1)CC1=C(C=C(CSC2=C3C(N(C(C3=CC=C2)=O)C2C(NC(CC2)=O)=O)=O)C=C1)F)F